NC1=NNC(=C1)C(CCO)(C)C 3-(3-amino-1H-pyrazol-5-yl)-3-methylbutan-1-ol